C1(CCCC1)C1=CC(=NN1)NC1=NC2=CC=CC=C2C(=N1)OC N-(5-cyclopentyl-1H-pyrazol-3-yl)-4-methoxyquinazolin-2-amine